C1(CC1)CN1CCC2(C[C@@H]2C(=O)N[C@@H](CCCCCC(CC)=O)C=2OC(=CN2)C=2C=C3C=CC(=NC3=CC2)C2CC2)CC1 (S)-6-(Cyclopropylmethyl)-N-((S)-1-(5-(2-cyclopropylchinolin-6-yl)oxazol-2-yl)-7-oxononyl)-6-azaspiro[2.5]octan-1-carboxamid